COC=1C(=CC=2N(C1)N=C(C2)C)NC(=O)N2CCC=1C2=NC=CC1N1C[C@H](N([C@H](C1)C)C(=O)OC(C)(C)C)C tert-butyl (2R,6S)-4-(1-((6-methoxy-2-methylpyrazolo[1,5-a]pyridin-5-yl)carbamoyl)-2,3-dihydro-1H-pyrrolo[2,3-b]pyridin-4-yl)-2,6-dimethylpiperazine-1-carboxylate